[Fe].[Na] Sodium-iron